Ethyl 1-benzyl-3-(3-bromophenyl)-1H-1,2,4-triazole-5-carboxylate C(C1=CC=CC=C1)N1N=C(N=C1C(=O)OCC)C1=CC(=CC=C1)Br